ethyl 1-(4-(((5-fluoro-2-methoxybenzoyl) oxy) methyl) phenyl)-4-nitro-1H-pyrazole-5-carboxylate FC=1C=CC(=C(C(=O)OCC2=CC=C(C=C2)N2N=CC(=C2C(=O)OCC)[N+](=O)[O-])C1)OC